ClC1=CC=C(C=C1)C1C(=C(N=C2N1C(CS2)=O)C)C(=O)OC(C)(C)C tert-butyl 5-(4-chlorophenyl)-7-methyl-3-oxo-2,3-dihydro-5H-thiazolo[3,2-a]pyrimidine-6-carboxylate